Cl.CN(C1=CC=C(N=N1)C1=C(C=C2CCN3C(C2=C1)=CN=C3)O)C3CC(NC(C3)(C)C)(C)C 9-(6-(methyl(2,2,6,6-tetramethylpiperidin-4-yl)amino)pyridazin-3-yl)-5,6-dihydroimidazo[5,1-a]isoquinolin-8-ol hydrochloride salt